4-(3-chlorophenyl)-2-((6-hydroxy-3'-methyl-4-pentyl-[1,1'-biphenyl]-2-yl)oxy)-1,3,2-dioxaphosphinane 2-oxide ClC=1C=C(C=CC1)C1OP(OCC1)(OC1=C(C(=CC(=C1)CCCCC)O)C1=CC(=CC=C1)C)=O